[Fe](C#N)C#N.[Co] cobalt ferrous cyanide